CC(C(COCCCC\C=C/CC)N)(OCCCCCCCC\C=C/C\C=C/CCCCC)C dimethyl-1-[(9z,12z)-octadecane-9,12-dien-1-yloxy]-3-[(5Z)-oct-5-en-1-yloxy]propan-2-amine